N,N-bis-(2-hydroxypropyl)amine OC(CNCC(C)O)C